CC1[C@@](NCC1)(C(=O)N[C@@H](C)C1=CC=C(C=C1)C1=C(N=CS1)C)C(CC(C)C1=CC(=NO1)N1CC(C1)OC1CCNCC1)=O (2S)-3-methyl-2-[3-[[3-(4-piperidyloxy)azetidin-1-yl]isoxazol-5-yl]butanoyl]-N-[(1S)-1-[4-(4-methylthiazol-5-yl)phenyl]ethyl]pyrrolidine-2-carboxamide